BrC=1N=C2C(=NC(=NN2C1)OC(COC)C)N(CC1=CC=C(C=C1)OC)CC1=CC=C(C=C1)OC bromo-N,N-bis(4-methoxybenzyl)-2-((1-methoxyprop-2-yl)oxy)imidazo[2,1-f][1,2,4]triazin-4-amine